CC(=C[C@H]1C([C@@H]1C(=O)OCC1=C(C(=C(C(=C1Br)F)COC)F)Br)(C)C)C 2,6-dibromo-3,5-difluoro-4-methoxymethylbenzyl (1R)-trans-3-(2-methyl-1-propenyl)-2,2-dimethylcyclopropanecarboxylate